3-fluoro-4-((1S,5R)-1-(5-(4-methylpiperazine-1-yl)-1,3,4-oxadiazol-2-yl)-5-(trifluoromethyl)-3-azabicyclo[3.1.0]hexane-3-yl)pyrazolo[1,5-a]pyridine-7-carbonitrile FC=1C=NN2C1C(=CC=C2C#N)N2C[C@@]1(C[C@@]1(C2)C(F)(F)F)C=2OC(=NN2)N2CCN(CC2)C